1-(3-methylbenzyl)-1H-pyrazole CC=1C=C(CN2N=CC=C2)C=CC1